ClC1=CC(=C(C=N1)N)N1CCC(CC1)OC1=C(C=C(C=C1)F)F 6-chloro-4-(4-(2,4-difluorophenoxy)piperidin-1-yl)pyridin-3-amine